2,3-bis(acetoxy)-7-oxabicyclo[2.2.1]hept-2,5-diene C(C)(=O)OC=1C2C=CC(C1OC(C)=O)O2